pyridin-6-yl-2-[1-(pyrimidin-4-yl)azetidin-3-yl]ethanone N1=CC=CC=C1C(CC1CN(C1)C1=NC=NC=C1)=O